(3R)-2-(3,4-Dichlorobenzoyl)-3-methyl-9-[(pyridin-3-yl)methyl]-1,2,3,4,8,9-hexahydropyrido-[4',3':3,4]pyrazolo[1,5-a]pyrazin-10(7H)-one ClC=1C=C(C(=O)N2CC=3C(=NN4C3C(N(CC4)CC=4C=NC=CC4)=O)C[C@H]2C)C=CC1Cl